C(C)N1C(NC2=CC(=CC=C2C1=O)CN1CCN(CC1)C=1C=CC(=NC1C(F)F)C(=O)NC)=O 5-(4-((3-ethyl-2,4-dioxo-1,2,3,4-tetrahydroquinazolin-7-yl)methyl)piperazin-1-yl)-6-(difluoromethyl)-N-methylpicolinamide